OC1(CCNCC1)CN1CCC(CC1)C1=CC=C2C(=NN(C2=C1)C)N1C(NC(CC1)=O)=O 1-(6-(1-((4-hydroxypiperidin-4-yl)methyl)piperidin-4-yl)-1-methyl-1H-indazol-3-yl)dihydropyrimidine-2,4(1H,3H)-dione